C1(CC1)COCC1CC=CCC1C 4-cyclopropylmethoxymethyl-5-methyl-cyclohexene